N(N)C1=CC(N(C(=N1)O)C)=O 6-hydrazino-2-hydroxy-3-methyl-3,4-dihydropyrimidin-4-one